NC1=CC=C(C=C1)NC1=NC=C(C(=N1)NCC1=CC(=CC=C1)S(=O)(=O)C)C(F)(F)F N2-(4-Aminophenyl)-N4-(3-(methylsulfonyl)benzyl)-5-(trifluoromethyl)pyrimidine-2,4-diamine